iridium titanium [Ti].[Ir]